NC1=CC=C(C=C1)N1C2C(CC(C1)C(=O)NC1=CC(=C(C=C1)C)C(F)(F)F)CN(C2)C (4-aminophenyl)-6-methyl-N-[4-methyl-3-(trifluoromethyl)phenyl]-1,2,3,4,4a,5,7,7a-octahydropyrrolo[3,4-b]pyridine-3-carboxamide